(+-)-2-[(E)-3-chloroallyloxyimino]propyl-5-[2-(ethylthio)propyl]-3-hydroxycyclohex-2-enone ClC=CCO\N=C(\CC=1C(CC(CC1O)CC(C)SCC)=O)/C